(S)-4-Hydroxy-2-methyl-5-((1-methylazetidin-2-yl)methoxy)-N-(1-(7-vinylquinolin-5-yl)cyclopropyl)benzamide OC1=CC(=C(C(=O)NC2(CC2)C2=C3C=CC=NC3=CC(=C2)C=C)C=C1OC[C@H]1N(CC1)C)C